O=C1NC(CCC1N1C(C2=CC=C(C=C2C1)CNC(C(C1=C(C=CC=C1)C)(F)F)=O)=O)=O N-((2-(2,6-dioxopiperidin-3-yl)-1-oxoisoindolin-5-yl)methyl)-2,2-difluoro-2-(o-tolyl)acetamide